N[C@H]1CN(C[C@@H](C1)F)C(=O)C1=CC2=C(N(C(=N2)C2=CC=3C(=NC(=CC3)C=3C=C4CC(CC4=CC3)O)N2CC2CC2)C)C(=C1)OC 5-(2-{5-[(3R,5R)-3-amino-5-fluoropiperidine-1-carbonyl]-7-methoxy-1-methyl-1H-1,3-benzodiazol-2-yl}-1-(cyclopropylmethyl)-1H-pyrrolo[2,3-b]pyridin-6-yl)-2,3-dihydro-1H-inden-2-ol